(S)-2-((3-(isopropylsulfonyl)phenoxy)methyl)oxirane C(C)(C)S(=O)(=O)C=1C=C(OC[C@H]2OC2)C=CC1